ethyl (R)-2-(4-(3-(4-bromo-3-methylphenoxy)-2-methylpropyl)piperidin-1-yl)acetate BrC1=C(C=C(OC[C@@H](CC2CCN(CC2)CC(=O)OCC)C)C=C1)C